2,2-dimethyl-5-[1-hydroxy-2-(2,4,5-trifluorophenyl)ethylidene]-1,3-dioxane-4,6-dione CC1(OC(C(C(O1)=O)=C(CC1=C(C=C(C(=C1)F)F)F)O)=O)C